BrC1=NN2C(N(C(=C(C2=O)N2CCN(CC2)C(=O)OC(C)(C)C)CC(=O)O)COCC[Si](C)(C)C)=N1 2-(2-Bromo-6-(4-(tert-butoxycarbonyl)piperazin-1-yl)-7-oxo-4-((2-(trimethylsilyl)ethoxy)methyl)-4,7-dihydro-[1,2,4]triazolo[1,5-a]pyrimidin-5-yl)acetic acid